glycerine monostearate C(CCCCCCCCCCCCCCCCC)(=O)O.OCC(O)CO